NC1=C2C(=NC=N1)N(N=C2C=2C=CC1=C(N=C(O1)N)C2)CC2CNC2 5-(4-amino-1-(azetidin-3-ylmethyl)-1H-pyrazolo[3,4-d]pyrimidin-3-yl)benzo[d]oxazol-2-amine